C(CCCCCCCCCCCCCCCCCCC)(=O)O 11Z-eicosanoic acid